COC1=C(CNC2=NC=CC3=C(C=CC=C23)N2C(CCC2)C=2C=NC(=CC2)N2CC=3N(CC2)C(=NN3)C(F)(F)F)C=CC(=C1)OC N-(2,4-Dimethoxybenzyl)-5-(2-(6-(3-(trifluoromethyl)-5,6-dihydro-[1,2,4]triazolo[4,3-a]pyrazin-7(8H)-yl)pyridin-3-yl)pyrrolidin-1-yl)isoquinolin-1-amine